N1CCC2(CC1)C=1N(CCN2)C=CC1 spiro[3,4-dihydropyrrolo[1,2-a]pyrazine-1,4'-piperidine]